(2-methyl-4-cyanophenyl)carbazole CC1=C(C=CC(=C1)C#N)C1=CC=CC=2C3=CC=CC=C3NC12